O([C@H]1[C@H](O)[C@@H](O)[C@H](O)[C@H](O1)CO)CC1=CC=C(C=C1)O 4-hydroxyphenylmethyl β-D-glucopyranoside